(2S,5R)-N-(6-(4-(((tert-butyldimethylsilyl)oxy)methyl)piperidin-1-yl)pyridin-3-yl)-4-(3-chloro-4-cyanophenyl)-2,5-dimethylpiperazine-1-carboxamide [Si](C)(C)(C(C)(C)C)OCC1CCN(CC1)C1=CC=C(C=N1)NC(=O)N1[C@H](CN([C@@H](C1)C)C1=CC(=C(C=C1)C#N)Cl)C